7-(5-(4-(benzo[d]thiazol-2-yl)-2-methoxyphenoxy)pentyloxy)-2H-benzopyran-2-one S1C(=NC2=C1C=CC=C2)C2=CC(=C(OCCCCCOC1=CC3=C(C=CC(O3)=O)C=C1)C=C2)OC